N1=C(C=CC=2NC=3C=CC=CC3C21)C(=O)[O-] pyrido[3,2-b]indole-2-carboxylate